NC1=C2N=CN(C2=NC(=N1)F)[C@H]1C[C@@H]([C@@](O1)(C#C)CO[P@](=O)(OC1=CC=CC=C1)N[C@@H](CC1=CC=CC=C1)C(=O)OCC(CCCC)CCCC)O 2-Butylhexyl ((S)-(((2R,3S,5R)-5-(6-amino-2-fluoro-9H-purin-9-yl)-2-ethynyl-3-hydroxytetrahydrofuran-2-yl)methoxy)(phenoxy)phosphoryl)-L-phenylalaninate